C(C)(C)C(CO)C(CO)C(C)C 2,3-diisopropyl-1,4-butanediol